C[C@]12CC3(CC(C[C@@](C1)(C3)C)C2)NC(NC=2C=C(C(=O)N)C=CC2)=O 3-(((1r,3R,5S,7r)-3,5-dimethyladamantan-1-yl)ureido)benzamide